[Br-].[I-].[Tl+2] thallium iodide bromide